methyl (5-(4-(azetidin-3-ylamino)phenoxy)-1H-benzo[d]imidazol-2-yl)carbamate N1CC(C1)NC1=CC=C(OC2=CC3=C(NC(=N3)NC(OC)=O)C=C2)C=C1